ClC1=NC2=CC(=C(C=C2C(=N1)N(C)C1CCN(CC1)C1CCCCC1)OC)OC 2-chloro-N-(1-cyclohexylpiperidin-4-yl)-6,7-dimethoxy-N-methylquinazolin-4-amine